(1R,9aR)-octahydro-2H-quinolizine-1-carboxylate hydrochloride Cl.[C@H]1(CCCN2CCCC[C@H]12)C(=O)O